CC1=COC2=C1C=C(C=C2)S(N(CCC2=CC=CC=C2)C2=C(C=CC=C2)N2CCN(CC2)C(C2=C(C=CC=C2)C)=O)(=O)=O 3-Methyl-5-(N-(2-(4-(2-methylbenzoyl)piperazin-1-yl)phenyl)-N-phenethylsulfamoyl)benzofuran